6-(5,6-dimethoxy-1H-benzo[d]imidazol-1-yl)-2-morpholinonicotinic acid methyl ester COC(C1=C(N=C(C=C1)N1C=NC2=C1C=C(C(=C2)OC)OC)N2CCOCC2)=O